FC1=C(C=C(C=C1)OC=1C(=C2C=CN(C2=CC1F)S(=O)(=O)C1=CC=C(C=C1)C)S(=O)(=O)C)C=1NC=C(N1)CCCN 3-[2-[2-fluoro-5-[6-fluoro-4-methylsulfonyl-1-(p-tolylsulfonyl)indol-5-yl]oxy-phenyl]-1H-imidazol-4-yl]propan-1-amine